(4,4-difluoropiperidin-1-yl)(1-(3-(thiazolidine-3-carbonyl)phenyl)-1H-pyrrolo[2,3-b]pyridin-5-yl)methanone FC1(CCN(CC1)C(=O)C=1C=C2C(=NC1)N(C=C2)C2=CC(=CC=C2)C(=O)N2CSCC2)F